tert-butyl-dimethyl-[3-[5-(trifluoromethoxy)-1,3-benzothiazol-4-yl]cyclobutoxy]silane C(C)(C)(C)[Si](OC1CC(C1)C1=C(C=CC2=C1N=CS2)OC(F)(F)F)(C)C